ClC1=CC(=CC=C1)\C=C(\[N+](=O)[O-])/Cl (Z)-1-chloro-3-(2-chloro-2-nitrovinyl)benzene